((R)-3-aminopyrrolidin-1-yl)(1-(2,4-difluorophenyl)-3,4-dihydroisoquinolin-2(1H)-yl)methanone N[C@H]1CN(CC1)C(=O)N1C(C2=CC=CC=C2CC1)C1=C(C=C(C=C1)F)F